O1CCN(CC1)C1=C(C=CC=C1)N1CCN(CC1)CCC1OC(C2(C1)CCNCC2)=O 3-(2-(4-(2-morpholinophenyl)piperazin-1-yl)ethyl)-2-oxa-8-azaspiro[4.5]decan-1-one